1-((1-methyl-1H-pyrazol-3-yl)methyl)-3-(4-(4-morpholinyl-6-(5-(morpholinylmethyl)thiophen-2-yl)-1,3,5-triazin-2-yl)phenyl)urea CN1N=C(C=C1)CNC(=O)NC1=CC=C(C=C1)C1=NC(=NC(=N1)N1CCOCC1)C=1SC(=CC1)CN1CCOCC1